4-(4-(methylthio)benzylidene)-1,2-dimethyl-imidazol-5-one CSC1=CC=C(C=C2N=C(N(C2=O)C)C)C=C1